(R)-1-ethyl-4-(Pyrrolidin-3-yl)piperazine C(C)N1CCN(CC1)[C@H]1CNCC1